CC=1C(=CC=2N(N1)C(=CN2)C2=NC1=CC=CC=C1C=C2)C2=CC=C(C=C2)N2CCNCC2 (6-methyl-7-(4-(piperazin-1-yl)phenyl)imidazo[1,2-b]pyridazin-3-yl)quinoline